2-(2-((5-cyclopropyl-4-phenyl-4H-1,2,4-triazol-3-yl)thio)acetamido)-5,6-dihydro-4H-cyclopenta[b]thiophene-3-carboxamide C1(CC1)C=1N(C(=NN1)SCC(=O)NC1=C(C2=C(S1)CCC2)C(=O)N)C2=CC=CC=C2